L-α-hydroxyglutaric acid O[C@H](C(=O)O)CCC(=O)O